8,8'-(((1S,2S)-2-HYDROXYCYCLOHEXYL)AZANEDIYL)BIS(N,N-DIDECYLOCTANAMIDE) O[C@@H]1[C@H](CCCC1)N(CCCCCCCC(=O)N(CCCCCCCCCC)CCCCCCCCCC)CCCCCCCC(=O)N(CCCCCCCCCC)CCCCCCCCCC